C1=CC=CC=2C3=CC=CC=C3C(C12)COC(=O)N(C(C(=O)O)CC=1C=NC=C(C1)Br)C 2-((((9H-Fluoren-9-yl)methoxy)carbonyl)(methyl)amino)-3-(5-bromopyridin-3-yl)propanoic acid